6-(2,2'-dichloro-4''-(4,5-dihydro-1H-imidazol-2-yl)-[1,1':3',1''-terphenyl]-3-yl)-3-(4,5-dihydro-1H-imidazol-2-yl)-2-methoxypyridine ClC1=C(C=CC=C1C1=CC=C(C(=N1)OC)C=1NCCN1)C1=C(C(=CC=C1)C1=CC=C(C=C1)C=1NCCN1)Cl